ClC1=C2CC(CC2=CC=C1O)CO[Si](C)(C)C 4-chloro-2-(trimethylsilyloxymethyl)-2,3-dihydro-1H-indene-5-ol